trans-4-((3-(1-Isopropyl-1H-pyrazol-4-yl)phenyl)((trans-4-(4-methoxy-3-methylphenyl)cyclohexyl)methyl) carbamoyl)cyclohexyl 3-hydroxyazetidine-1-carboxylate OC1CN(C1)C(=O)O[C@@H]1CC[C@H](CC1)C(N(C[C@@H]1CC[C@H](CC1)C1=CC(=C(C=C1)OC)C)C1=CC(=CC=C1)C=1C=NN(C1)C(C)C)=O